3,4-diamino-2-hydroxy-5,6-dimethyl-pyridine NC=1C(=NC(=C(C1N)C)C)O